chloro-2-(2-cyano-1,1-dimethyl-ethyl)-1-(4-fluorophenyl)-4-hydroxy-indol ClC1=C(N(C2=CC=CC(=C12)O)C1=CC=C(C=C1)F)C(CC#N)(C)C